N1=CC=CC2=C(C=CC=C12)C(C)OCCC(=O)N1CC2CCC(C1)N2C2=NC=C(C#N)C=C2 6-(3-(3-(1-(quinolin-5-yl)ethoxy)propionyl)-3,8-diazabicyclo[3.2.1]octan-8-yl)nicotinonitrile